butyl-L-threonine C(CCC)N[C@@H]([C@H](O)C)C(=O)O